(R)-N-(6-cyano-1-cyclobutyl-1H-benzo[d]imidazol-2-yl)-2-(methyl(2,2,2-trifluoroethyl)amino)propanamide oleyl-diphosphate C(CCCCCCC\C=C/CCCCCCCC)OP(O)(=O)OP(=O)(O)O.C(#N)C=1C=CC2=C(N(C(=N2)NC([C@@H](C)N(CC(F)(F)F)C)=O)C2CCC2)C1